The molecule is a 2-monolysocardiolipin(2-) obtained by deprotonation of the phosphate OH groups of trilinoleoyl 2-monolysocardiolipin; major species at pH 7.3. It is a conjugate base of a trilinoleoyl 2-monolysocardiolipin. CCCCC/C=C\\C/C=C\\CCCCCCCC(=O)OC[C@H](COP(=O)([O-])OCC(COP(=O)([O-])OC[C@@H](COC(=O)CCCCCCC/C=C\\C/C=C\\CCCCC)OC(=O)CCCCCCC/C=C\\C/C=C\\CCCCC)O)O